3-Butyl-5-(4-fluorophenyl)-8-hydroxy-2-methyl-7-(methylthio)-2,3,4,5-tetrahydro-1,2,5-benzothiadiazepine 1,1-dioxide C(CCC)C1N(S(C2=C(N(C1)C1=CC=C(C=C1)F)C=C(C(=C2)O)SC)(=O)=O)C